(R)-1-(3-(Difluoromethyl)-4-fluorophenyl)-3-((difluoromethyl)sulfonyl)-5,5-difluoro-4,5,6,7-tetrahydro-1H-indol-4-ol FC(C=1C=C(C=CC1F)N1C=C(C=2[C@H](C(CCC12)(F)F)O)S(=O)(=O)C(F)F)F